methyl (S)-3-cyclopropyl-2-(4-cyclopropyl-1H-1,2,3-triazol-1-yl)propanoate C1(CC1)C[C@@H](C(=O)OC)N1N=NC(=C1)C1CC1